(4aS,7R)-7-[8-amino-1-(4-{(1R)-1-hydroxy-1-[3-(trifluoromethyl)phenyl]ethyl}phenyl)imidazo[1,5-a]pyrazin-3-yl]-2-methyloctahydro-1H-pyrido[1,2-c]pyrimidin-1-one NC=1C=2N(C=CN1)C(=NC2C2=CC=C(C=C2)[C@](C)(C2=CC(=CC=C2)C(F)(F)F)O)[C@@H]2CC[C@@H]1N(C(N(CC1)C)=O)C2